Vanadium-cadmium [Cd].[V]